(1S)-1-[2-methoxy-5-(4,4,5,5-tetramethyl-1,3,2-dioxaborolan-2-yl)phenyl]ethan-1-ol COC1=C(C=C(C=C1)B1OC(C(O1)(C)C)(C)C)[C@H](C)O